(2-Methylallyl)-N-(4-(1-isopropyl-1H-pyrazol-4-yl)5-methylpyrimidin-2-yl)-1,2,3,4-tetrahydroisoquinolin-6-amine CC(CC1NCCC2=CC(=CC=C12)NC1=NC=C(C(=N1)C=1C=NN(C1)C(C)C)C)=C